butanoic acid, 3-hexenyl ester C(CCC)(=O)OCCC=CCC